1-(benzo[d][1,2,3]triazol-1-yl)-2-cyclopropylethan-1-one N1(N=NC2=C1C=CC=C2)C(CC2CC2)=O